3-trifluoromethyl-chalcone FC(C=1C=C(C=CC1)\C=C\C(=O)C1=CC=CC=C1)(F)F